NC=1N=C(C(=NC1)C#CC1CN(C1)C(=O)OC(C)(C)C)Cl tert-butyl 3-((5-amino-3-chloropyrazin-2-yl)ethynyl)azetidine-1-carboxylate